CC1=C(C=C(C=C1)NC(OC(C)(C)C)=O)NC=1C=C2C(N(C=NC2=CC1)C)=O tert-butyl N-[4-methyl-3-[(3-methyl-4-oxo-quinazolin-6-yl)amino]phenyl]carbamate